C1(CCCCC1)C1C(NC2=C(CN1C(=O)C1=CC=C(C(=O)N)C=C1)C=CC=C2)=O 4-(3-cyclohexyl-2-oxo-2,3,4,5-tetrahydro-1H-benzo[1,4]diazepine-4-carbonyl)benzamide